BrC1=CC(=C(C=C1)S(=O)(=O)N1CCC(CC1)(C(=O)OC)F)C1=CC=CC=C1 methyl 1-(4-bromo-2-phenyl-phenyl)sulfonyl-4-fluoro-piperidine-4-carboxylate